FC=1N=C(SC1CN1[C@H](C[C@H](C1)OC=1N=CC=2N(C1)N=C(C2)[Si](CC)(CC)CC)C)NC(C)=O N-[4-fluoro-5-[[(2S,4R)-2-methyl-4-(2-triethylsilylpyrazolo[1,5-a]pyrazin-6-yl)oxy-pyrrolidin-1-yl]methyl]thiazol-2-yl]acetamide